ClC=1C2=C(C(N(C1)C1=CC(=CC=C1)C1(CC(C1)C)C1=NN=CN1C)=O)NC(=C2)[C@@H](C)NC2(CCC2)C 4-Chloro-6-(3-((1s,3S)-3-methyl-1-(4-methyl-4H-1,2,4-triazol-3-yl)cyclobutyl)phenyl)-2-((R)-1-((1-methylcyclobutyl)amino)ethyl)-1,6-dihydro-7H-pyrrolo[2,3-c]pyridin-7-one